COC1=CC=C(C=C1)C1=NN2C(=NC=3C=C(C=CC3C2=N1)C(F)(F)F)NC=1C(N=CC=NC1)=O (6R)-6-{[2-(4-methoxyphenyl)-8-(trifluoromethyl)[1,2,4]triazolo[1,5-c]quinazolin-5-yl]amino}-1,4-diazepin-5-one